5-[4-(2-chlorophenyl)-2,3-dihydro-1,3-oxazol-2-yl]-1-(propan-2-yl)-1H-1,2,3-benzotriazole ClC1=C(C=CC=C1)C=1NC(OC1)C1=CC2=C(N(N=N2)C(C)C)C=C1